3-glycidoxypropyl-trioxysilane C(C1CO1)OCCCOOO[SiH3]